[Na].FC(N1N=CC(=C1)N(S(=O)(=O)NC(=O)NC1=C2CCCC2=CC=2CCCC12)C1CCOCC1)F 1-{[1-(difluoromethyl)-1H-pyrazol-4-yl](oxan-4-yl)sulfamoyl}-3-(1,2,3,5,6,7-hexahydro-s-indacen-4-yl)urea sodium salt